CC1CCCC2CCCC=C12 methyl-1,2,3,4,4a,5,6,7-octahydronaphthalene